N-(4-Cyanobenzyl)-1-methyl-7-oxo-6-((1-(piperazin-1-ylsulfonyl)cyclopropyl)methyl)-4,5,6,7-tetrahydro-1H-pyrazolo[3,4-c]pyridine-3-carboxamide C(#N)C1=CC=C(CNC(=O)C2=NN(C=3C(N(CCC32)CC3(CC3)S(=O)(=O)N3CCNCC3)=O)C)C=C1